3-thiazol-2-ylaminophenylpropionic acid S1C(=NC=C1)NC=1C=C(C=CC1)C(C(=O)O)C